4-(5-amino-6-(thiophene-3-yl)-2H-indazol-2-yl)-2-methylbutan-2-ol NC1=CC2=CN(N=C2C=C1C1=CSC=C1)CCC(C)(O)C